2-bromo-4-chloro-6-nitrophenol BrC1=C(C(=CC(=C1)Cl)[N+](=O)[O-])O